4-(6-(1-methyl-1H-pyrazol-4-yl)pyrazolo[1,5-a]pyridin-3-yl)piperazine-1-carbonitrile CN1N=CC(=C1)C=1C=CC=2N(C1)N=CC2N2CCN(CC2)C#N